4-cyclopropyl-N-(4-hydroxy-3-(methylsulfonyl)phenyl)benzamide C1(CC1)C1=CC=C(C(=O)NC2=CC(=C(C=C2)O)S(=O)(=O)C)C=C1